FC1=C(C(=C(C(=C1O)F)O)F)F tetrafluororesorcinol